CC1=C(C=C(C=C1)NC(C1=NC=CC=C1C(F)(F)F)=O)C1=NC=2C=NC(=NC2N2C1=NCC2)NC N-(4-methyl-3-(2-(methylamino)-8,9-dihydroimidazo[2,1-h]pteridin-6-yl)phenyl)-(trifluoromethyl)picolinamide